1-(3-iodophenyl)-(R,R)-1,2-butanediol IC=1C=C(C=CC1)[C@H]([C@@H](CC)O)O